9,9',9'',9'''-(5-cyano-6-(pyridin-2-yl)benzene-1,2,3,4-tetrayl)tetrakis(9H-carbazole-3,6-dicarbonitrile) C(#N)C=1C(=C(C(=C(C1C1=NC=CC=C1)N1C2=CC=C(C=C2C=2C=C(C=CC12)C#N)C#N)N1C2=CC=C(C=C2C=2C=C(C=CC12)C#N)C#N)N1C2=CC=C(C=C2C=2C=C(C=CC12)C#N)C#N)N1C2=CC=C(C=C2C=2C=C(C=CC12)C#N)C#N